ClC1=C(C=C2CCN(CC2=C1)C(C(F)(F)F)=O)NC1=NC=C(C(=N1)C1=CC2=C(OCCNS2(=O)=O)S1)C(F)(F)F 1-[7-chloro-6-[[4-(1,1-dioxo-3,4-dihydro-2H-thieno[2,3-b][1,4,5]oxathiazepin-7-yl)-5-(trifluoromethyl)pyrimidin-2-yl]amino]-3,4-dihydro-1H-isoquinolin-2-yl]-2,2,2-trifluoro-ethanone